amino-5-((2-(1-(2-aminoethyl)-2-oxo-1,2-dihydropyridin-3-yl)ethyl)amino)-3-chloro-2-methylpyrazolo[1,5-a]pyrimidine-6-carbonitrile hydrochloride Cl.NC1=C(C(=NC=2N1N=C(C2Cl)C)NCCC=2C(N(C=CC2)CCN)=O)C#N